BrC1=CC=C(CN2[C@@H](CCC2)C(=O)O)C=C1 (4-bromo-benzyl)-proline